C(CCC)NC(=O)N1[C@@H](CCC1=O)C(=O)NCC1=C(C=C(C=C1)Cl)Cl (S)-N-Butyl-N2-(2,4-dichlorobenzyl)-5-oxopyrrolidine-1,2-dicarboxamide